CCCCCCCC/C=C\CCCCCCCC(=O)O[C@H](COC(=O)CCC/C=C\C/C=C\C/C=C\C/C=C\CCCCC)COP(=O)(O)OC[C@@H](C(=O)O)N 1-(5Z,8Z,11Z,14Z-eicosatetraenoyl)-2-(9Z-octadecenoyl)-glycero-3-phosphoserine